C(CCC)[Sn](C#CC(F)(F)F)(CCCC)CCCC tributyl(3,3,3-trifluoroprop-1-ynyl)stannane